ethyl 4-[[(1S)-2-hydroxy-1-phenyl-ethyl]amino]-2-[(2-oxo-1,3,4,5-tetrahydro-1-benzazepin-8-yl)amino]pyrimidine-5-carboxylate OC[C@H](C1=CC=CC=C1)NC1=NC(=NC=C1C(=O)OCC)NC1=CC2=C(CCCC(N2)=O)C=C1